FC1=C(C(=O)O)C=C(C=C1)O.C1(CC1)C(=O)N (cyclopropanecarboxamide) 2-fluoro-5-hydroxybenzoate